1-[3-[4-(benzenesulfonyl)phenyl]azetidine-1-carbonyl]pyrrolidine-3-carboxamide C1(=CC=CC=C1)S(=O)(=O)C1=CC=C(C=C1)C1CN(C1)C(=O)N1CC(CC1)C(=O)N